platinum-palladium-cerium [Ce].[Pd].[Pt]